FC=1C=C2C(C=C(OC2=CC1F)C=1C=C(C(=O)OC)C=CC1)=O methyl 3-(6,7-difluoro-4-oxo-4H-chromen-2-yl)benzoate